FC(C(CBr)O)(F)F 1-trifluoromethyl-2-bromoethanol